C(C)(C)(C)OC(=O)N1CC2(C1)OCCN(C2)C2=NC=CC(=C2)B(O)O [2-(2-tert-butoxycarbonyl-5-oxa-2,8-diazaspiro[3.5]non-8-yl)-4-pyridinyl]boronic acid